copper N,N-diethylethylenediamine C(C)N(CCN)CC.[Cu]